C(C(C)C)[C@H]1C(N(CCN1)[C@H](C(=O)N1CCC(CC1)CC(=O)OCC(C)C)CC(C)C)=O Isobutyl (1-{(S)-2-[(S)-3-isobutyl-2-oxo-1-piperazinyl]-4-methylvaleryl}-4-piperidyl)acetate